(3R)-2'-{6-amino-5-[(1R)-1-(3,5-difluoropyridin-4-yl)ethoxy]pyridin-3-yl}-N-cyclobutyl-5',6'-dihydrospiro[pyrrolidine-3,4'-pyrrolo[1,2-b]pyrazole]-1-carboxamide NC1=C(C=C(C=N1)C=1C=C2N(N1)CC[C@]21CN(CC1)C(=O)NC1CCC1)O[C@H](C)C1=C(C=NC=C1F)F